FC1=C2C=C(NC2=CC=C1F)C(=O)N(C)[C@@H]1COCC=2NC(C=3C=C(C=CC3C21)F)=O (S)-4,5-difluoro-N-(8-fluoro-6-oxo-1,4,5,6-tetrahydro-2H-pyrano[3,4-c]isoquinolin-1-yl)-N-methyl-1H-indole-2-carboxamide